CC=1C=CC(=C(C1)N1/C(/SCC1=O)=N/C(=O)NC1=C(C=C(C=C1)C1=NN(C=N1)C1=NC=C(C=C1)C(F)(F)F)C(F)(F)F)OCCC(F)(F)F (Z)-1-(3-(5-methyl-2-(3,3,3-trifluoropropoxy)phenyl)-4-oxothiazolidin-2-ylidene)-3-(2-(trifluoromethyl)-4-(1-(5-(trifluoromethyl)pyridin-2-yl)-1H-1,2,4-triazol-3-yl)phenyl)urea